benzaldehyde-2,3,5,6-d4 C(C1=C(C(=CC(=C1[2H])[2H])[2H])[2H])=O